ClC1=NC=CC(=N1)C1CC(C1)(F)F 2-chloro-4-(3,3-difluorocyclobutyl)pyrimidine